1-(4-(benzyloxy)-3-(hydroxymethyl)phenyl)-2-(tertbutylamino)ethan-1-ol zirconium dichloride [Cl-].[Cl-].[Zr+2].C(C1=CC=CC=C1)OC1=C(C=C(C=C1)C(CNC(C)(C)C)O)CO